ClC1=C(C=CC=C1)N1C(NC(C2=CC(=C(C=C12)C(C)(F)F)C#N)=O)=O 1-(2-chlorophenyl)-7-(1,1-difluoroethyl)-2,4-dioxo-1,2,3,4-tetrahydroquinazoline-6-carbonitrile